4-butylidenediphosphonic acid CCCC(P(O)(O)=O)P(O)(O)=O